Rac-Guanine N1C(N)=NC=2N=CNC2C1=O